((1R,3R)-3-(1H-indazol-3-yl)cyclohexyl)-4-(oxetan-3-yloxy)-5-(trifluoromethyl)pyrimidin-2-amine N1N=C(C2=CC=CC=C12)[C@H]1C[C@@H](CCC1)C1=C(C(=NC(=N1)N)OC1COC1)C(F)(F)F